C(C)(C)(C)OC(NC(C)(C)C1CCC(CC1)O)=O (2-((1r,4r)-4-hydroxycyclohexyl)propan-2-yl)carbamic acid tert-butyl ester